C(=O)C1=CC=C(C=C1)C=1N=C(C2=C(N1)CN(CC2)C(=O)OC(C)(C)C)C2=CC=C(C=C2)C=O tert-butyl 2,4-bis(4-formylphenyl)-5,6-dihydropyrido[3,4-d]pyrimidine-7(8H)-carboxylate